FC1=CC=C(C=N1)C=1C(=C(C#N)C(=CC1)N1CCOCC1)N1CCC(CC1)C1=NN=CN1C 3-(6-fluoropyridin-3-yl)-2-(4-(4-methyl-4H-1,2,4-triazol-3-yl)piperidin-1-yl)-6-morpholinobenzonitrile